C(C)OC(=O)CC=1N(C2=CC=CC=C2C1)C(=O)OC(C)(C)C tert-Butyl 2-((ethoxycarbonyl)methyl)-1H-indole-1-carboxylate